(3S)-3-(5-(2,6-dimethylphenyl)pyridin-3-yl)-3-(2-(5-((3-fluoroazetidin-1-yl)methyl)-2-oxopyridin-1(2H)-yl)-4-methylpentanamido)propanoic acid CC1=C(C(=CC=C1)C)C=1C=C(C=NC1)[C@H](CC(=O)O)NC(C(CC(C)C)N1C(C=CC(=C1)CN1CC(C1)F)=O)=O